bis-(3-amino-4-hydroxyphenyl) sulfone NC=1C=C(C=CC1O)S(=O)(=O)C1=CC(=C(C=C1)O)N